1-methyl-4-(3-methyl-2,3,4,5-tetrahydropyridin-6-yl)-3,6-dihydro-2H-pyridine CN1CCC(=CC1)C=1CCC(CN1)C